4-(6-oxa-1-azaspiro[3.3]heptan-1-yl)aniline N1(CCC12COC2)C2=CC=C(N)C=C2